FC1([C@H](C=2C(=C(SC2S(=O)(=O)C)OCCCC(F)(F)F)C1)O)F (4S)-5,5-difluoro-3-methanesulfonyl-1-(4,4,4-trifluorobutoxy)-4H,5H,6H-cyclopenta[c]thiophen-4-ol